C(CC)[Bi](O[Bi](CCC)O[Bi](CCC)CCC)CCC bis(dipropylbismuthanyloxy)(propyl)bismuthane